CN(S(=O)(=O)C=1C=C(C(=O)NCC2=NC=C3C=CC(=NC3=C2)C2=NC(=CC(=C2)F)N2CCNC3(CC3)C2)C=CC1C)C 3-(N,N-dimethylsulfamoyl)-N-((2-(4-fluoro-6-(4,7-diazaspiro[2.5]octan-7-yl)pyridin-2-yl)-1,6-naphthyridin-7-yl)methyl)-4-methylbenzamide